4-((4-cyclopropyl-5-fluoro-2-(N-methylmethanesulfonamido)phenyl)amino)-N-ethoxy-6-((1-methyl-1H-pyrazol-5-yl)amino)nicotinamide C1(CC1)C1=CC(=C(C=C1F)NC1=CC(=NC=C1C(=O)NOCC)NC1=CC=NN1C)N(S(=O)(=O)C)C